tert-butyl 4-(5-amino-6-cyclopropyl-1-oxo-isoindolin-2-yl)piperidine-1-carboxylate NC=1C=C2CN(C(C2=CC1C1CC1)=O)C1CCN(CC1)C(=O)OC(C)(C)C